(S)-1-(5-cyclopropyl-3-fluoropyridin-2-yl)ethan-1-ol C1(CC1)C=1C=C(C(=NC1)[C@H](C)O)F